BrC1=C(C(=C(C(=O)N2[C@H](CN(CC2)C(=O)OC(C)(C)C)CCO)C=C1)F)Cl tert-Butyl (3S)-4-(4-bromo-3-chloro-2-fluoro-benzoyl)-3-(2-hydroxyethyl)piperazine-1-carboxylate